[N+](=O)([O-])C1=CC=C(C=C1)OC(=O)N1CCC1 azetidine-1-carboxylic acid (4-nitrophenyl) ester